BrC1=CC=C(C=C1)OC1=CC=C2CCNCC2=C1 7-((4-bromophenyl)oxy)-1,2,3,4-tetrahydroisoquinoline